N-[(1-hydroxy-cyclohexyl)-methyl]-acetamide OC1(CCCCC1)CNC(C)=O